tris(3-iodo-4-(oxiran-2-ylmethoxy)phenyl)methane IC=1C=C(C=CC1OCC1OC1)C(C1=CC(=C(C=C1)OCC1OC1)I)C1=CC(=C(C=C1)OCC1OC1)I